N-(2-aminophenyl-5-d)-4-(1-((1,3-dimethyl-1H-pyrazol-4-yl)methyl)piperidin-4-yl)benzamide NC1=C(C=C(C=C1)[2H])NC(C1=CC=C(C=C1)C1CCN(CC1)CC=1C(=NN(C1)C)C)=O